N-(1-methyl-3-oxo-2-((2-oxo-2,3-dihydrobenzo[d]oxazol-6-yl)methyl)isoindolin-5-yl)methanesulfonamide CC1N(C(C2=CC(=CC=C12)NS(=O)(=O)C)=O)CC1=CC2=C(NC(O2)=O)C=C1